C1(=CC=CC=C1)C=1OC(=C(C1C1=CC=CC=C1)C1=CC=CC=C1)C1=CC=CC=C1 2,3,4,5-tetraphenylfuran